O.C([O-])([O-])=O.[Mg+2] Magnesium carbonat Monohydrat